3,3,3-trifluoropropoxyPyrimidine-4-carboxylic acid hydrazide FC(CCOC1=NC=CC(=N1)C(=O)NN)(F)F